5-(1-Ethyl-2-(5-((S)-Hexahydropyrazino[2,1-c][1,4]Oxazin-8(1H)-Yl)-2-((S)-1-Methoxyethyl)Pyridin-3-Yl)-3-(3-Hydroxy-2,2-Dimethylpropyl)-1H-Indol-5-Yl)-3,6-Dihydropyridin C(C)N1C(=C(C2=CC(=CC=C12)C1=CCC=NC1)CC(CO)(C)C)C=1C(=NC=C(C1)N1C[C@H]2COCCN2CC1)[C@H](C)OC